O1CC[C@@H](C2=CC=CC=C12)NC(=O)C=1C=C(C=CC1)C(CC1=CC=CC=C1)N1C(NC(CC1=O)(CC)CC)=[NH2+] [1-[1-[3-[[(4S)-chroman-4-yl]carbamoyl]phenyl]-2-phenyl-ethyl]-4,4-diethyl-6-oxo-hexahydropyrimidin-2-ylidene]ammonium